1-(3,5-difluoro-4-{[3-(trifluoromethyl)-1-{[2-(trimethylsilyl)ethoxy]methyl}-1H-pyrrolo[2,3-b]pyridin-4-yl]oxy}phenyl)-3-(oxetan-3-ylmethyl)urea FC=1C=C(C=C(C1OC1=C2C(=NC=C1)N(C=C2C(F)(F)F)COCC[Si](C)(C)C)F)NC(=O)NCC2COC2